BrCC(CN(C=1C=C(C(=O)OC)C=CC1I)C[C@H]1OCC1)=O Methyl (S)-3-((3-bromo-2-oxopropyl) (oxetan-2-ylmethyl) amino)-4-iodobenzoate